NC1=C(SC2=NC(=CC=C21)C)C(=O)N[C@H]2COC1=C(C2)C(=C(C(=C1)N1CC2CNCC(C1)O2)C#N)F 3-amino-N-[(3R)-6-cyano-5-fluoro-7-{9-oxa-3,7-diazabicyclo[3.3.1]nonan-3-yl}-3,4-dihydro-2H-1-benzopyran-3-yl]-6-methylthieno[2,3-b]pyridine-2-carboxamide